4-(2-oxiranyl)-N,N-diglycidyl-benzenesulfonamide O1C(C1)C1=CC=C(C=C1)S(=O)(=O)N(CC1CO1)CC1CO1